5-(ethylsulfonyl)-6-(2-(trifluoromethyl)pyrazolo[1,5-a]pyrimidin-5-yl)pyridin-2-ol C(C)S(=O)(=O)C=1C=CC(=NC1C1=NC=2N(C=C1)N=C(C2)C(F)(F)F)O